COC=1C=C2C(=NC(=NC2=CC1OC)C)N[C@H](C)C1=CC=CC=C1 6,7-dimethoxy-2-methyl-N-[(1R)-1-phenylethyl]quinazolin-4-amine